COC(=O)C1=NN(C=C1)COCC[Si](C)(C)C 1-((2-(trimethylsilyl)ethoxy)methyl)-1H-pyrazole-3-carboxylic acid methyl ester